3-(2,6-difluoro-3,5-dimethoxyphenyl)-1-ethyl-4-hydroxy-8-(morpholinomethyl)-1,3,4,7-tetrahydro-2H-pyrrolo[3',2':5,6]pyrido[4,3-d]pyrimidin-2-one FC1=C(C(=C(C=C1OC)OC)F)N1C(N(C2=C(C1O)C=NC1=C2C=C(N1)CN1CCOCC1)CC)=O